(E)-N-(4-(1-(4-(1-(3-(2-(2-((2-(2,6-dioxopiperidin-3-yl)-1,3-Dioxoisoindoline-4-yl)amino)ethoxy)ethoxy)propionyl)piperidin-4-yl)benzoyl)piperidin-4-yl)butyl)-3-(Pyridin-3-yl)acrylamide O=C1NC(CCC1N1C(C2=CC=CC(=C2C1=O)NCCOCCOCCC(=O)N1CCC(CC1)C1=CC=C(C(=O)N2CCC(CC2)CCCCNC(\C=C\C=2C=NC=CC2)=O)C=C1)=O)=O